C[C@@H](CO)O (1S,2S,3R,5S)-(+)-2,3-propanediol